2,3,6-trimethyl-4-methoxybenzenesulfenamide hydrogen tryptophanate N[C@@H](CC1=CNC2=CC=CC=C12)C(=O)O.CC1=C(C(=CC(=C1C)OC)C)SN